C1(=CC=CC=C1)C(C1=CC=CC=C1)=NC=1C(=C2C=C(C(N(C2=CC1)C(C)C)=O)O)F 6-[(diphenylmethylene)amino]-5-fluoro-3-hydroxy-1-isopropylquinolin-2-one